2-(11-ethyl-10-oxo-1,9-diazatricyclo[6.3.1.04,12]dodeca-2,4(12),5,7-tetraen-2-yl)-7-fluoro-1-methyl-benzimidazole-5-carbonitrile C(C)C1C(NC2=CC=CC=3C=C(N1C32)C3=NC2=C(N3C)C(=CC(=C2)C#N)F)=O